ClC=1N=C(C(=NC1)C1=CC(=CC(=C1)C)C(C)(C)C)C 5-chloro-2-(3-t-butyl-5-methylphenyl)-3-methylpyrazine